tert-butyl 3-(4-((tert-butoxycarbonyl)amino)-3-cyclopropylphenyl)azetidine-1-carboxylate C(C)(C)(C)OC(=O)NC1=C(C=C(C=C1)C1CN(C1)C(=O)OC(C)(C)C)C1CC1